(4-((1r,5s)-3-methyl-3-azabicyclo[3.1.0]hex-1-yl)phenyl)methanol CN1C[C@@]2(C[C@@H]2C1)C1=CC=C(C=C1)CO